N-[(3-chlorophenyl)methyl]-2-(5-phenyl-1,3,4-oxadiazol-2-yl)-N-[4-(1H-pyrazol-4-yl)phenyl]acetamide deoxy-2'-fluorouridine-5'-monophosphate P(=O)(O)(O)OC[C@@H]1[C@H]([C@H]([C@@H](O1)N1C(=O)NC(=O)C=C1)F)O.ClC=1C=C(C=CC1)CN(C(CC=1OC(=NN1)C1=CC=CC=C1)=O)C1=CC=C(C=C1)C=1C=NNC1